(S)-1-amino-2-(1-(but-2-ynoyl)piperidin-2-yl)-4-(4-((4-(4-fluorophenyl)pyridin-2-yl)carbamoyl)phenyl)-1H-imidazole-5-carboxamide NN1C(=NC(=C1C(=O)N)C1=CC=C(C=C1)C(NC1=NC=CC(=C1)C1=CC=C(C=C1)F)=O)[C@H]1N(CCCC1)C(C#CC)=O